(S)-(4-(Phenylmethylamino)-2-hydroxy-bicyclo[2.2.2]oct-1-yl)carbamic acid tert-butyl ester C(C)(C)(C)OC(NC12[C@H](CC(CC1)(CC2)NCC2=CC=CC=C2)O)=O